N-(4-Methyl-3-{4-[5-(4-methyl-isoxazol-5-yl)-pyridin-3-yl]-pyrimidin-2-ylamino}-phenyl)-4-(1-methyl-piperidin-4-yl)-benzamide CC1=C(C=C(C=C1)NC(C1=CC=C(C=C1)C1CCN(CC1)C)=O)NC1=NC=CC(=N1)C=1C=NC=C(C1)C1=C(C=NO1)C